OC1=CC=C(C=2N=CC=NC12)C#N 8-hydroxyquinoxaline-5-carbonitrile